7-chloro-1-(4-ethyl-1,3-thiazol-2-yl)-5-methyl-4-oxo-1,4-dihydro-1,8-naphthyridine-3-carboxylic acid ClC1=CC(=C2C(C(=CN(C2=N1)C=1SC=C(N1)CC)C(=O)O)=O)C